(2-(((2S)-4-Cyclohexyl-1-(morpholinosulfonyl)pyrrolidin-2-yl)methoxy)pyridin-4-yl)methanamine 2,2,2-trifluoroacetate FC(C(=O)O)(F)F.C1(CCCCC1)C1C[C@H](N(C1)S(=O)(=O)N1CCOCC1)COC1=NC=CC(=C1)CN